FC(S(=O)(=O)OC=1CC(CC1)C(=O)OC)(F)F methyl 3-(trifluoromethylsulfonyloxy)cyclopent-3-ene-1-carboxylate